N2-[7-(4-aminocyclohexyl)-2,3-dihydrobenzofuran-5-yl]-N4,6-dimethyl-pyrimidine-2,4-diamine NC1CCC(CC1)C1=CC(=CC=2CCOC21)NC2=NC(=CC(=N2)NC)C